tert-butyl (2-aminoethyl)(cyclobutyl)carbamate NCCN(C(OC(C)(C)C)=O)C1CCC1